2,2,2-trifluoro-1-(4-(phenyl-1,4-dioxa-but-1-yl)phenyl)ethanone FC(C(=O)C1=CC=C(C=C1)OCCOC1=CC=CC=C1)(F)F